(S)- or (R)-4-(2-Cyclopropyl-benzyl)-6-[1-(2-fluoro-6-methylphenyl)-piperidin-4-yl]-7-methyl-2,4,6,7-tetrahydro-pyrazolo[4,3-d]pyrimidin-5-one C1(CC1)C1=C(CN2C(N([C@H](C=3C2=CNN3)C)C3CCN(CC3)C3=C(C=CC=C3C)F)=O)C=CC=C1 |o1:9|